3-Bromo-5-(hexahydropyridin-1-yl)-2-methyl-7H-thieno[3,2-b]pyran-7-one BrC1=C(SC2=C1OC(=CC2=O)N2CCCCC2)C